P(=O)(O)(O)CNC(CCC)=O N-phosphonomethyl-butyramide